BrC1=C2C(=C3C(=NC(=NC3=C1)OC[C@H]1N(CCC1)C)N1CCN(CC1)C(=O)OC(C)(C)C)OC=C2 tert-butyl (S)-4-(4-bromo-7-((1-methylpyrrolidin-2-yl)methoxy)furo[2,3-f]quinazolin-9-yl)piperazine-1-carboxylate